(5s,7s)-7-fluoro-2-(4-fluoroimidazol-1-yl)-5-phenyl-6,7-dihydro-5H-pyrrolo[1,2-b][1,2,4]triazole F[C@H]1C[C@H](N2N=C(N=C21)N2C=NC(=C2)F)C2=CC=CC=C2